CC=1N=C2N(N=CC=C2)C1C(=O)[O-] 2-methylimidazo[1,2-b]pyridazine-3-carboxylate